2-(4-(3-(3,5-bis(trifluoromethyl)phenyl)-1H-1,2,4-triazol-1-yl)-5-nitro-1H-imidazol-1-yl)acetonitrile FC(C=1C=C(C=C(C1)C(F)(F)F)C1=NN(C=N1)C=1N=CN(C1[N+](=O)[O-])CC#N)(F)F